N1-((S)-3-cyclohexyl-1-oxo-1-(((S)-1-oxo-3-((S)-2-oxopyrrolidin-3-yl)propan-2-yl)amino)propan-2-yl)-N2-(2-fluorophenyl)oxalamide C1(CCCCC1)C[C@@H](C(N[C@H](C=O)C[C@H]1C(NCC1)=O)=O)NC(C(=O)NC1=C(C=CC=C1)F)=O